COC1=C(C=CC=C1)[C@H](CN1C(N(C(C2=C1SC(=C2C)C=2OC=CN2)=O)CC2CC(C2)C(=O)O)=O)OC2CCOCC2 (R)-3-((1-(2-(2-methoxyphenyl)-2-((tetrahydro-2H-pyran-4-yl)oxy)ethyl)-5-methyl-6-(oxazol-2-yl)-2,4-dioxo-1,2-dihydrothieno[2,3-d]pyrimidin-3(4H)-yl)methyl)cyclobutanecarboxylic acid